FC=1C=C(C(=C2C=C(NC12)S(=O)(=O)N1[C@@H](CCC1)C(F)(F)F)C1=NN(C=N1)C)C (S)-7-fluoro-5-methyl-4-(1-methyl-1H-1,2,4-triazol-3-yl)-2-((2-(trifluoromethyl)pyrrolidin-1-yl)sulfonyl)-1H-indole